O1CCOC2=C1C=CC(=C2)C=2N=C(SC2)N 4-(2,3-dihydro-benzo[1,4]dioxin-6-yl)-thiazole-2-amine